C(#N)CN1N=CC2=CC=C(C=C12)COC1=CC=CC(=N1)C1CCN(CC1)CC1=NC2=C(N1CC1OCC1)C=C(C=C2)C(=O)O 2-((4-(6-((1-(cyanomethyl)-1H-indazol-6-yl)methoxy)pyridin-2-yl)piperidine-1-yl)methyl)-1-(oxetan-2-ylmethyl)-1H-benzo[d]imidazole-6-carboxylic acid